2'-Chloro-N-(4-(4-hydroxybutyl)-5-oxo-4,5-dihydro-1,3,4-thiadiazol-2-yl)-5'-methoxy-6-methyl-[4,4'-bipyridine]-3-carboxamide ClC1=NC=C(C(=C1)C1=C(C=NC(=C1)C)C(=O)NC=1SC(N(N1)CCCCO)=O)OC